COC1=C2C3(C(N(C2=CC=C1)C(=O)[O-])=O)CC3 methoxy-2'-oxospiro[cyclopropane-1,3'-indole]-1'-carboxylate